CN1C(OC2=C1C=CC(=C2)N2C(N(C1=C2C=CC(=C1)C(=O)O)C1CCC2=C(C=CC=C12)C(F)(F)F)=O)=O 1-(3-methyl-2-oxo-2,3-dihydrobenzo[d]oxazol-6-yl)-2-oxo-3-(4-(trifluoromethyl)-2,3-dihydro-1H-inden-1-yl)-2,3-dihydro-1H-benzo[d]imidazole-5-carboxylic acid